C(C)(=O)OC1C2=C(C=NC2=CC=C1)CCN(C(C)C)C(C)C 3-[2-(Diisopropylamino)ethyl]4H-indol-4-yl acetate